N-[4-[(6,7-dimethoxy-1,5-naphthyridin-4-yl)oxy]-3-fluorophenyl]-5-(4-methoxyphenyl)-6-methyl-4-oxo-1-propan-2-ylpyridine-3-carboxamide hydrochloride Cl.COC=1N=C2C(=CC=NC2=CC1OC)OC1=C(C=C(C=C1)NC(=O)C1=CN(C(=C(C1=O)C1=CC=C(C=C1)OC)C)C(C)C)F